(S)-2-((4-(6-((4-cyano-2-fluorobenzyl)oxy)pyridin-2-yl)-6-oxopyridazin-1(6H)-yl)Methyl)-1-(oxetan-2-ylmethyl)-1H-thieno[2,3-d]imidazole-5-carboxylic acid C(#N)C1=CC(=C(COC2=CC=CC(=N2)C=2C=NN(C(C2)=O)CC=2N(C3=C(N2)SC(=C3)C(=O)O)C[C@H]3OCC3)C=C1)F